tert-Butyl 2-(2-fluoro-6-(piperidin-1-yl)pyridin-3-yl)-1H-indole-1-carboxylate FC1=NC(=CC=C1C=1N(C2=CC=CC=C2C1)C(=O)OC(C)(C)C)N1CCCCC1